[Cl-].[Cl-].C[SiH](C)[Zr+2](C1C(=CC2=C(C=CC=C12)C1=CC=CC2=CC=CC=C12)C)C1C(=CC2=C(C=CC=C12)C1=CC=CC2=CC=CC=C12)C dimethylsilylbis(2-methyl-4-naphthylindenyl)zirconium dichloride